perhydropyrrolidine N1CCCC1